ClC1=C(C=C(C#N)C=C1)C=1NC2=CC(=C(C(=C2C(C1)=O)F)N1CCOCC1)F 4-chloro-3-(5,7-difluoro-6-morpholino-4-oxo-1,4-dihydroquinolin-2-yl)benzonitrile